1-[2-(3,4-Dihydro-1H-2-benzopyran-1-yl)ethyl]-4-(4-fluorophenyl)piperazine dihydrochloride Cl.Cl.C1(OCCC2=C1C=CC=C2)CCN2CCN(CC2)C2=CC=C(C=C2)F